C[C@@H]1N(CCN(C1)C=1C=CC=2N=CN=C(C2N1)NC1=CC(=C(C=C1)OC1=CC2=C(N(N=N2)C)C=C1)C)C(C=C)=O (S)-1-(2-methyl-4-(4-((3-methyl-4-((1-methyl-1H-benzo[d][1,2,3]triazol-5-yl)oxy)phenyl)amino)pyrido[3,2-d]pyrimidin-6-yl)piperazin-1-yl)prop-2-en-1-one